CN(C(/C=C/CC[C@@H](C(=O)NC=1C(N(C=CC1)CC=1NC2=NC(=NC(=C2N1)CC(C)C)C)=O)NC(OC)=O)=O)C methyl (S,E)-(7-(dimethylamino)-1-((1-((6-isobutyl-2-methyl-9H-purin-8-yl)methyl)-2-oxo-1,2-dihydropyridin-3-yl)amino)-1,7-dioxohept-5-en-2-yl)carbamate